1,3,4,5-tetrahydro-benzo[d]Azepin C1CNCCC2=C1C=CC=C2